[Ru](Cl)Cl.C1(CCCCC1)P(C1CCCCC1)C1CCCCC1 tricyclohexyl-(phosphine) ruthenium dichloride